NC=1NC(C=2N=CN(C2N1)CCOCP(OCCCSCCCCCCCCCCCCCCCC(F)(F)F)(O)=O)=O 3-((16,16,16-trifluorohexadecyl)thio)propyl hydrogen ((2-(2-amino-6-oxo-1,6-dihydro-9H-purin-9-yl)ethoxy)methyl)phosphonate